NC=1C=CC(=C(C1)C=1C=C2C3(C(N(CC2=CN1)C1=C(C(=CC(=C1F)OC)OC)F)=O)CC3)C 6'-(5-amino-2-methylphenyl)-2'-(2,6-difluoro-3,5-dimethoxyphenyl)-1'h-spiro[cyclopropane-1,4'-[2,7]naphthyridine]-3'(2'h)-one